OC(=O)C(F)(F)F.O1CCOC2=C1C=CC(=C2)S(=O)(=O)N2C=C1C(=C2)CNC1 5-(2,3-dihydro-1,4-benzodioxine-6-sulfonyl)-1H,2H,3H,5H-pyrrolo[3,4-c]pyrrole TFA Salt